(R)-3-hydroxyhexanoate O[C@@H](CC(=O)[O-])CCC